O1C(C(C2=C1C=CC=C2)C2=C1SC=3C=C(C=CC3N(C1=CC=C2)CCCC)C(CCCC)=O)=O (6-(benzofuran-2-onyl)-10-butylphenothiazin-3-yl)-1-pentanone